COC=1C=2N(C=CC1)N=C(C2)[C@H]2N(CCC1=C2N=CN1)C(=O)C=1OC(=NN1)C1=NC=CC=C1 (S)-(4-(4-methoxypyrazolo[1,5-a]pyridin-2-yl)-6,7-dihydro-1H-imidazo[4,5-c]pyridin-5(4H)-yl)(5-(pyridin-2-yl)-1,3,4-oxadiazol-2-yl)methanone